COC1=C(C2=CC=CC=C2C=C1)CBr 2-methoxynaphthalen-1-ylmethyl bromide